C(C)(=O)OCC=C(C)CCC=C(C)CCC=C(C)C farnesyl acetate